tert-butyl 3-(5-amino-1,3,4-thiadiazol-2-yl)azetidine-1-carboxylate NC1=NN=C(S1)C1CN(C1)C(=O)OC(C)(C)C